2-Propyl-tetrahydropyran-3-ol C(CC)C1OCCCC1O